[Co+2].FB(F)ON=C(C(=NO)C1=CC=CC=C1)C1=CC=CC=C1.FB(F)ON=C(C(=NO)C1=CC=CC=C1)C1=CC=CC=C1 bis[(difluoroboryl)diphenylglyoxime] cobalt (II)